methyl 6-chloro-3-(((1R)-1-(2-cyano-3-(((2,2-difluorocyclopropyl)methyl)amino)-7-methylquinoxalin-5-yl)ethyl)amino)picolinate ClC1=CC=C(C(=N1)C(=O)OC)N[C@H](C)C1=C2N=C(C(=NC2=CC(=C1)C)C#N)NCC1C(C1)(F)F